((5-((R)-1-cyclopropylethyl)-2,3-dihydro-1H-inden-4-yl)carbamoyl)-5-(3-hydroxytetrahydrofuran-3-yl)thiophene-2-sulfonamide C1(CC1)[C@@H](C)C=1C(=C2CCCC2=CC1)NC(=O)C1=C(SC(=C1)C1(COCC1)O)S(=O)(=O)N